FC1=CC=C(C=C1)C(=O)C1=CNC2=NC=C(C=C21)C=2C=NC(=CC2)N2CCOCC2 (4-fluorophenyl)(5-(6-morpholinopyridin-3-yl)-1H-pyrrolo[2,3-b]pyridin-3-yl)methanone